N[C@@H]1C(C(=C(C([C@H]1C1=C(C=2N=C(N=C(C2S1)NCC=1OC=CC1)Cl)C)([2H])[2H])[2H])[2H])([2H])[2H] 6-((1R,6R)-6-aminocyclohex-3-en-1-yl-2,2,3,4,5,5-d6)-2-chloro-N-(furan-2-ylmethyl)-7-methylthieno[3,2-d]pyrimidin-4-amine